NCCCNC(=O)C1=NC(=CC(=C1)C(=O)NCCCN(C)C)C(=O)NCCCN N2,N6-bis(3-aminopropyl)-N4-[3-(dimethylamino)propyl]pyridine-2,4,6-tricarboxamide